(2R)-2-cyclopentyl-2-hydroxyacetic acid C1(CCCC1)[C@H](C(=O)O)O